COCCCC1(CCCCCC1)CO (1-(3-methoxypropyl)cycloheptyl)methanol